5-nitro-4,6-dihydroxyl-pyrimidine [N+](=O)([O-])C=1C(=NC=NC1O)O